2-((2S,4s)-5-chloro-6-fluoro-2-(hydroxymethyl)-2-phenyl-2,3-dihydrobenzofuran-4-yl)-4-(difluoromethoxy)-3-fluorobenzonitrile ClC=1C(=CC2=C(C[C@](O2)(C2=CC=CC=C2)CO)C1C1=C(C#N)C=CC(=C1F)OC(F)F)F